ClC1=NC=CC(=C1)N1C2=C(C(=C1)C(F)(F)F)C(C(C2)(F)F)O 1-(2-chloropyridin-4-yl)-5,5-difluoro-3-(trifluoromethyl)-1,4,5,6-tetrahydrocyclopenta[b]pyrrol-4-ol